5-[2-Benzyloxy-4-[(4-benzyloxy-6-chloro-5-isobutyl-pyrimidin-2-yl)amino]-6-fluoro-phenyl]-1,1-dioxo-1,2,5-thiadiazolidin-3-one C(C1=CC=CC=C1)OC1=C(C(=CC(=C1)NC1=NC(=C(C(=N1)OCC1=CC=CC=C1)CC(C)C)Cl)F)N1CC(NS1(=O)=O)=O